ClC1=NC=CC=2N=C(N=C(C21)NC2(CC2)C)SC 5-Chloro-N-(1-methylcyclopropyl)-2-(methylthio)pyrido[4,3-d]pyrimidin-4-amine